ClC=1C=C(C=C(C1O)C1CC1)C1=NOC(=N1)C(=O)NCC1=CC=C(C=C1)OC1CCCCC1 3-(3-chloro-5-cyclopropyl-4-hydroxyphenyl)-N-(4-(cyclohexyloxy)benzyl)-1,2,4-oxadiazole-5-carboxamide